(1R,3R,5S)-N-(2-fluoro-4-methyl-5-pyrrolo[2,1-f][1,2,4]triazin-2-ylphenyl)-3-methyl-1-(5-methyl-1,3,4-oxadiazol-2-yl)-6-azabicyclo[3.1.1]heptane-6-carboxamide FC1=C(C=C(C(=C1)C)C1=NN2C(C=N1)=CC=C2)NC(=O)N2[C@H]1C[C@H](C[C@@]2(C1)C=1OC(=NN1)C)C